ClC1=C(C(=O)NC2=C3C=NN(C3=CC=C2)C2=CC=C(C=C2)OC(F)(F)F)C=C(C=C1)CNC(=O)C1(CC1)O 2-chloro-5-({[(1-hydroxycyclopropyl)carbonyl]amino}methyl)-N-{1-[4-(trifluoromethoxy)phenyl]-1H-indazol-4-yl}benzamide